C(C)(C)(C)OC(=O)N1CC2=CC=CC=C2CC1[C@@H]1OC1 3-((S)-oxiran-2-yl)-3,4-dihydroisoquinoline-2(1H)-carboxylic acid tert-butyl ester